CN1CCC(CC1)CN(CCC(=O)OCC(CCCCCCCCCC)CCCCCCCC)CCC(=O)OCC(CCCCCCCCCC)CCCCCCCC bis(2-octyldodecyl) 3,3'-(((1-methylpiperidin-4-yl)methyl)azanediyl)dipropionate